C(C)N1C(N(C(C(=C1)C(=O)NC1=CC(=C(C=C1)OC1=CC(=NC=2N1N=CC2)C2=CC=C(C=C2)OC)F)=O)C2=CC=C(C=C2)F)=O 1-ethyl-3-(4-fluorophenyl)-N-(3-fluoro-4-((5-(4-methoxyphenyl)pyrazolo[1,5-a]pyrimidine-7-yl)oxy)phenyl)-2,4-dioxo-1,2,3,4-tetrahydropyrimidine-5-carboxamide